C(C)(C)(C)C1=CC=C(C=C1)N1NC(=CC1C=CC1=CC(=C(C=C1)OC)OC)C=CC1=CC(=C(C=C1)OC)OC 1-(4-tert-butyl-phenyl)-3-(3,4-dimethoxystyryl)-5-(3,4-dimethoxystyryl)-pyrazoline